C(C)OCl.[Zr] zirconium ethoxychloride